[Cl-].NC(C[N+](CCCCCCCCCCCC)(C)C)=O N-(2-Amino-2-oxoethyl)-N,N-dimethyldodecan-1-aminium chloride